5-Methyl-2-(5-morpholin-4-yl-3,4'-bipyridin-2'-yl)-N-(tetrahydro-2H-thiopyran-4-yl)-1H-imidazole-4-carboxamide CC1=C(N=C(N1)C1=NC=CC(=C1)C=1C=NC=C(C1)N1CCOCC1)C(=O)NC1CCSCC1